2-(3-bromo-4-methoxyphenoxy)-5-(trifluoromethyl)pyridine BrC=1C=C(OC2=NC=C(C=C2)C(F)(F)F)C=CC1OC